(15α,16α,17β)-estra-1,3,5(10)-triene-3,15,16,17-tetrol monohydrate O.C[C@@]12[C@H]([C@@H]([C@@H]([C@H]1[C@@H]1CCC=3C=C(C=CC3[C@H]1CC2)O)O)O)O